ClC1=C(C=CC=2C3=C(NC12)CCN([C@@H]3C)C(=O)C3=NC=CC(=N3)OC)Cl (R)-(6,7-dichloro-1-methyl-1,3,4,5-tetrahydro-2H-pyrido[4,3-b]indol-2-yl)(4-methoxypyrimidin-2-yl)methanone